(R)-N-(1-(4-fluorophenyl)ethyl)-3-(pyridin-4-yl)-1-trityl-1,7-dihydroimidazo[4,5-f]indazole-6-carboxamide FC1=CC=C(C=C1)[C@@H](C)NC(=O)C=1NC2=C(C=C3C(=NN(C3=C2)C(C2=CC=CC=C2)(C2=CC=CC=C2)C2=CC=CC=C2)C2=CC=NC=C2)N1